ClC1=C(N=CN1CCC)C(=O)NS(=O)(=O)C1=CC=C(C=C1)OC 5-chloro-N-[(4-methoxyphenyl)sulfonyl]-1-propyl-1H-imidazole-4-carboxamide